CC(C(=O)O[C@H](C(OC(C)C)=O)C)(C)C (-)-(2S)-1-oxo-1-(2-propanyloxy)-2-propanyl 2,2-dimethylpropionate